OC1=C(C=C(C=C1)/C=C/C(=O)C1=CC=C(C=C1)OCCC)[N+](=O)[O-] (E)-3-(4-Hydroxy-3-nitrophenyl)-1-(4-propoxyphenyl)prop-2-en-1-one